methyl (2S)-2-[[(2S)-2-amino-3-cyclopropyl-propanoyl]amino]-3-[(6R)-5-oxo-4-azaspiro[2.4]heptan-6-yl]propanoate N[C@H](C(=O)N[C@H](C(=O)OC)C[C@H]1C(NC2(CC2)C1)=O)CC1CC1